FC1=CC(=C(C=C1)NC1=C(C(=O)OCC)C=CC(=C1)OCC(F)(F)F)C ethyl 2-((4-fluoro-2-methylphenyl)-amino)-4-(2,2,2-trifluoroethoxy)-benzoate